COC1=CC(=NC=C1OC1=CC=C(C=C1)C(F)(F)F)C(=O)O 4-methoxy-5-(4-trifluoromethyl-phenoxy)-pyridine-2-carboxylic acid